ClCC1=NOC(=C1)C 3-(chloromethyl)-5-methylisoxazole